dibenzo[c,e][1,2]oxathian-6-oxide C1=CC=CC2=C1C1=C(S(O2)=O)C=CC=C1